3,7-dimethyl-1,7-octadienol CC(C=CO)CCCC(=C)C